2-[9H-fluoren-9-ylmethoxycarbonyl(methyl)amino]-3-methoxy-propanoic acid C1=CC=CC=2C3=CC=CC=C3C(C12)COC(=O)N(C(C(=O)O)COC)C